3-{[2-(4-Chlorophenyl)imidazo[1,2-a]pyridin-3-yl]methyl}-N-isopropyl-3,8-diazabicyclo[3.2.1]-octan-8-carboxamid ClC1=CC=C(C=C1)C=1N=C2N(C=CC=C2)C1CN1CC2CCC(C1)N2C(=O)NC(C)C